CC1(CNC(C2=CC=C(C=C12)C1=CNC2=NC=C(C=C21)C(=O)NC=2C=NN(C2)C2CCN(CC2)C)=O)C 3-(4,4-dimethyl-1-oxo-1,2,3,4-tetrahydroisoquinolin-6-yl)-N-(1-(1-methylpiperidin-4-yl)-1H-pyrazol-4-yl)-1H-pyrrolo[2,3-b]pyridine-5-carboxamide